C1(CCCC1)N1C(C=C(C2=C1N=C(N=C2)NC2=C1CCN(CC1=CC=C2)C)C#C[Si](C(C)C)(C(C)C)C(C)C)=O 8-Cyclopentyl-2-[(2-methyl-3,4-dihydro-1H-isoquinolin-5-yl)amino]-5-[2-(triisopropylsilyl)ethynyl]pyrido[2,3-d]pyrimidin-7-one